1-hydroxycyclopentanecarbonitrile OC1(CCCC1)C#N